C1(CC1)OC=1C(=NN(C1)CC1=CC=C(C=C1)OC)[N+](=O)[O-] 4-cyclopropoxy-1-(4-methoxybenzyl)-3-nitro-1H-pyrazole